N1CN=CC2=CC=CC=C12 1H-Quinazoline